C(C)(C)(C)OC(=O)N[C@H]1CO[C@@H](CC1)COC 1,5-Anhydro-2-((tert-butoxycarbonyl)amino)-2,3,4-trideoxy-6-O-methyl-D-erythro-hexitol